allyl-chloromethyldimethylsilane C(C=C)[Si](C)(C)CCl